[Nb+5].[O-]CCC.[O-]CCC.[O-]CCC.[O-]CCC.[O-]CCC propoxide niobium